OC=1N(C(C(=C(N1)C(=O)O)OC)=O)C 2-hydroxy-5-methoxy-1-methyl-6-oxopyrimidine-4-carboxylic acid